[La].[Ce].[Mg].[Nb] niobium-magnesium-cerium-lanthanum